C(CCCCCCC)NC(OC1=CC(=CC=C1)C=1C=NC=C(C1)C1=NN=NN1)=O 3-(5-(1H-tetrazol-5-yl)pyridin-3-yl)phenyl octylcarbamate